(S)-2-bromo-4-(2-(2-(2-isopropylphenyl)pyrrolidin-1-yl)-7-azaspiro[3.5]non-7-yl)benzoic acid methyl ester COC(C1=C(C=C(C=C1)N1CCC2(CC(C2)N2[C@@H](CCC2)C2=C(C=CC=C2)C(C)C)CC1)Br)=O